Copper quinolinate N1=C(C=CC2=CC=CC=C12)C(=O)[O-].[Cu+2].N1=C(C=CC2=CC=CC=C12)C(=O)[O-]